CC(COC1=C(C(=O)NN)C=C(C(=C1)C(=O)NN)OC[C@H](CC)C)CC (S)-2,5-bis(2-methylbutoxy)terephthalic acid dihydrazide